(1S,9S)-9-ethyl-5-fluoro-9-hydroxy-1-((1-hydroxypropan-2-yl)amino)-4-methyl-1,2,3,9,12,15-hexahydro-10H,13H-benzo[de]pyrano[3',4':6,7]indolizino[1,2-b]quinoline-10,13-dione C(C)[C@]1(C(OCC=2C(N3CC=4C(=NC=5C=C(C(=C6C5C4[C@H](CC6)NC(CO)C)C)F)C3=CC21)=O)=O)O